C1=CC=CC=2C3=CC=CC=C3C(C12)COC(=O)NC(C(=O)O)CC 2-(9H-fluoren-9-ylmethoxycarbonylamino)butanoic acid